(S)-5-(4-amino-1-(1-(3-methyl-5-oxo-6-phenyl-5H-thiazolo[3,2-a]pyridin-7-yl)ethyl)-1H-pyrazolo[3,4-d]pyrimidin-3-yl)-2-isopropoxynicotinonitrile NC1=C2C(=NC=N1)N(N=C2C=2C=NC(=C(C#N)C2)OC(C)C)[C@@H](C)C=2C=C1N(C(C2C2=CC=CC=C2)=O)C(=CS1)C